8-(2-chloro-6-methylpyridin-4-yl)-7-(4-fluorophenyl)tetrazolo[1,5-c]pyrimidin-5-amine ClC1=NC(=CC(=C1)C=1C=2N(C(=NC1C1=CC=C(C=C1)F)N)N=NN2)C